4-phosphono-D-phenylalanine P(=O)(O)(O)C1=CC=C(C[C@@H](N)C(=O)O)C=C1